C(#N)C1=CC2=C(N(C(=N2)C2=CC=C(C(=O)N[C@@]3([C@H](C3)C=C)C(=O)NC3=CC=C(C(=O)NC4=C(C(=C(C(=O)NC5=CC=C(C(=O)O)C=C5)C=C4)O)OC(C)C)C=C3)C=C2)C)C=C1 4-(4-{4-[(1S,2R)-1-[4-(5-Cyano-1-methyl-1H-1,3-benzodiazol-2-yl)benzamido]-2-ethenyl-cyclopropaneamido]benzamido}-2-hydroxy-3-(propan-2-yloxy)benzamido)benzoic acid